O=C1N(CC2=CC(=CC=C12)O[C@@H]1[C@@H](CCCC1)N1CC(C1)C1=NC=C(C=N1)C(F)(F)F)C1C(NC(CC1)=O)=O 3-(1-oxo-5-(((1S,2R)-2-(3-(5-(trifluoromethyl)pyrimidin-2-yl)azetidin-1-yl)cyclohexyl)-oxy)isoindolin-2-yl)piperidine-2,6-dione